C(C(=C)C)(=O)OCCP(=O)=C(O)C[N+](C)(C)C 2-Methacryloyloxylethylphosphorylcholin